1-cyclohexyl-3-methyl-7-(4-((4-(methylsulfonyl)piperidin-1-yl)methyl)phenyl)-3,6-dihydroimidazo[4,5-d]pyrrolo[2,3-b]pyridin-2(1H)-one C1(CCCCC1)N1C(N(C=2C1=C1C(=NC2)NC(=C1)C1=CC=C(C=C1)CN1CCC(CC1)S(=O)(=O)C)C)=O